C(C1=CC=CC=C1)OC1=CC=NC2=C(C=CC=C12)Br 4-(benzyloxy)-8-bromoquinoline